2-Chloro-N-(1-ethyl-1H-indazol-4-yl)-5-{[(3-hydroxy-2,2-dimethylpropanoyl)amino]methyl}benzamide ClC1=C(C(=O)NC2=C3C=NN(C3=CC=C2)CC)C=C(C=C1)CNC(C(CO)(C)C)=O